N,N-di((9Z,12Z)-octadeca-9,12-dien-1-yl)acrylamide C(CCCCCCC\C=C/C\C=C/CCCCC)N(C(C=C)=O)CCCCCCCC\C=C/C\C=C/CCCCC